4-Bromo-6-chloro-3-methyl-1-((2-(trimethylsilyl)ethoxy)methyl)-1H-benzo[d]imidazol-2(3H)-one BrC1=CC(=CC=2N(C(N(C21)C)=O)COCC[Si](C)(C)C)Cl